BrC=1C(=C(C=CC1)P(C1=CC=CC=C1)C1=CC=CC=C1)CCCCCCCCCCCC bromo(dodecyl)triphenylphosphine